N1N=NN=C1C1=CC=C(C(=N1)C1=NC2=C(N1C)C=CC(=C2)C2OOC(=N2)C(F)(F)F)S(=O)(=O)CC 3-(2-(6-azatriazolyl-3-(ethylsulfonyl)pyridin-2-yl)-1-methyl-1H-benzimidazol-5-yl)-5-(trifluoromethyl)-1,2,4-dioxazole